FC(C1=NC=CC=C1N1C=NC(=C1)C1=NC(=NC=C1C(F)(F)F)N[C@@H]1[C@@H](CN(CC1)S(=O)(=O)C)F)F 4-(1-(2-(difluoromethyl)pyridin-3-yl)-1H-imidazol-4-yl)-N-((3R,4S)-3-fluoro-1-(methylsulfonyl)piperidin-4-yl)-5-(trifluoromethyl)pyrimidin-2-amine